(2S)-2-[[2-(3-chloro-4-methylsulfonyl-anilino)-5-(1,2,4-oxadiazol-5-yl)pyrimidin-4-yl]amino]-2-phenyl-ethanol ClC=1C=C(NC2=NC=C(C(=N2)N[C@H](CO)C2=CC=CC=C2)C2=NC=NO2)C=CC1S(=O)(=O)C